C1(CCCC1)N(C1=CC2=C(C(=N1)CNC)CNC2=O)C 6-(Cyclopentyl(methyl)amino)-4-((methylamino)methyl)-2,3-dihydro-1H-pyrrolo[3,4-c]pyridin-1-one